2-(((2R,7aS)-2-fluorohexahydro-1H-pyrrolizin-7a-yl)methoxy)-4-(2,2,2-trifluoroethoxy)pyrido[4,3-d]pyrimidine F[C@@H]1C[C@@]2(CCCN2C1)COC=1N=C(C2=C(N1)C=CN=C2)OCC(F)(F)F